2-(6-(6-cyclopropyl-5-fluoro-2-((6-(4-methylpiperazin-1-yl)pyridin-3-yl)amino)-7H-pyrrolo[2,3-d]pyrimidin-7-yl)pyridin-2-yl)propan-2-ol C1(CC1)C1=C(C2=C(N=C(N=C2)NC=2C=NC(=CC2)N2CCN(CC2)C)N1C1=CC=CC(=N1)C(C)(C)O)F